N-(2-ethylhexyl)-2-(3,4-dihydroxyphenyl)-3,7-dihydroxyquinolin-4-one C(C)C(CN1C(=C(C(C2=CC=C(C=C12)O)=O)O)C1=CC(=C(C=C1)O)O)CCCC